C(CCC)C=1N(C=2C(=C(N=NC2OC(C)C)N)N1)CC1=CC=C(C=C1)CNCCOCCOCCOCCOCCOCCOC 2-butyl-4-isopropoxy-3-[[4-[[2-[2-[2-[2-[2-(2-methoxyethoxy)ethoxy]ethoxy]eth-oxy]ethoxy]ethylamino]methyl]phenyl]methyl]imidazo[4,5-d]pyridazin-7-amine